2-methoxy-N-(1-methylpiperidin-4-yl)-3-[3-(pyrrolidin-1-yl)propoxy]acridin COC1=CC=2CC3=CC=CC=C3N(C2C=C1OCCCN1CCCC1)C1CCN(CC1)C